FC(OC1=C(SC=C1C#C)C=O)F 3-(difluoromethoxy)-4-ethynylthiophene-2-carbaldehyde